tert-butyl 5-(4-{[1-(tert-butoxycarbonyl)-D-prolyl]amino}phenyl)pyridine-2-carboxylate C(C)(C)(C)OC(=O)N1[C@H](CCC1)C(=O)NC1=CC=C(C=C1)C=1C=CC(=NC1)C(=O)OC(C)(C)C